3-(benzo[d]thiazol-2-yl)-4'-(dimethylamino)-[1,1'-biphenyl]-4-ol S1C(=NC2=C1C=CC=C2)C=2C=C(C=CC2O)C2=CC=C(C=C2)N(C)C